C(=O)(O)\C=C\C(=O)O trans-1,2-dicarboxy-ethylene